5-(4-fluorophenyl)-N-(4-methoxy-1H-imidazo[4,5-c]pyridin-2-yl)-1,3,4-oxadiazol-2-amine FC1=CC=C(C=C1)C1=NN=C(O1)NC=1NC2=C(C(=NC=C2)OC)N1